(R,S)-3-(1-(3-bromophenyl)-1H-pyrazol-4-yl)-3-hydroxy-1-methylpyrrolidin-2-one BrC=1C=C(C=CC1)N1N=CC(=C1)[C@]1(C(N(CC1)C)=O)O